2,5-dichloronaphthalen-1-amine ClC1=C(C2=CC=CC(=C2C=C1)Cl)N